2-(((1-(2-hydroxy-2-methylpropyl)-1H-pyrazol-4-yl)amino)-5-(trifluoromethyl)pyrimidin-4-yl)-1H-indole-6-carbonitrile OC(CN1N=CC(=C1)NC1=NC=C(C(=N1)C=1NC2=CC(=CC=C2C1)C#N)C(F)(F)F)(C)C